2-(methylsulfanyl)benzothiazole CSC=1SC2=C(N1)C=CC=C2